NC1=NC=CC=2N1C(=NC2C2CN(CC2)C(C=C)=O)C2=CC=C(C=C2)OC2=NC=CC(=C2)C(F)(F)F 1-(3-(5-amino-3-(4-((4-(trifluoromethyl)pyridin-2-yl)oxy)phenyl)imidazo[1,5-c]pyrimidin-1-yl)pyrrolidin-1-yl)prop-2-en-1-one